9-(4-((1-(3-Fluoropropyl)azetidin-3-yl)methyl)phenyl)-8-(3-(2-hydroxyethyl)phenyl)-6,7-dihydro-5H-benzo[7]annulen FCCCN1CC(C1)CC1=CC=C(C=C1)C1=C(CCCC2=C1C=CC=C2)C2=CC(=CC=C2)CCO